CNC(C1=CC(=CC(=C1)OC1COCC1)OC1=NC=CC=C1C1=CC(=NC=C1)C)=O N-methyl-3-((2'-methyl-[3,4'-bipyridin]-2-yl)oxy)-5-((tetrahydrofuran-3-yl)oxy)benzamide